N1=CC=C(C=C1)C1=CC=C(C=C1)N1C2=CC=CC=C2C=2C=CC=CC12 9-(4-(pyridin-4-yl)phenyl)-9H-carbazole